3-bromo-6-methyl-pyridin-2-amine BrC=1C(=NC(=CC1)C)N